2-(4-cyclopropyl-6-methoxy-pyrimidin-5-yl)-6-methoxy-pteridin-4-ol C1(CC1)C1=NC=NC(=C1C1=NC2=NC=C(N=C2C(=N1)O)OC)OC